FC1=CC=C2C(=N1)N(C=C2C2=NC(=CC(=N2)N[C@@H]2[C@H](C1CCC2CC1)C(=O)OCC)C=1OC=CC1)S(=O)(=O)C1=CC=C(C)C=C1 (2S,3S)-ethyl 3-((2-(6-fluoro-1-tosyl-1H-pyrrolo[2,3-b]pyridin-3-yl)-6-(furan-2-yl)pyrimidin-4-yl)amino)bicyclo[2.2.2]octane-2-carboxylate